OP(O)(=O)OP(=O)(O)OP(=O)(O)O.C1(=CC=CC=C1)O.C1(=CC=CC=C1)O.C1(=CC=CC=C1)O trisphenol triphosphate